benzyl 4-amino-5-methylazepan-1-carboxylate NC1CCN(CCC1C)C(=O)OCC1=CC=CC=C1